12-Bromo-4-(2,2-difluoroethyl)-18,20-difluoro-13-hydroxy-15,15-dioxo-8-oxa-15λ6-thia-4,5,16-triazatetracyclo[15.3.1.110,14.02,6]docosa-1(20),2,5,10(22),11,13,17(21),18-octaen-9-one BrC1=CC=2C(OCC3=NN(C=C3C3=C(C=C(C(NS(C(=C1O)C2)(=O)=O)=C3)F)F)CC(F)F)=O